ClC1=C2C(=CC=C1Cl)N(C(C21CCN(CC1)C(=O)C=1C=C2C(=CN1)NN=C2)=O)CC(=O)NCC(F)(F)F 2-[4,5-dichloro-2-oxo-1'-(1H-pyrazolo[3,4-c]pyridine-5-carbonyl)spiro[indole-3,4'-piperidin]-1-yl]-N-(2,2,2-trifluoroethyl)acetamide